2-Methyl-2-azaspiro[3.3]heptan-6-yl(8-amino-7-fluoro-6-(4-methyl-5,6,7,8-tetrahydro-1,5-naphthyridin-3-yl)isoquinolin-3-yl)carbamate CN1CC2(C1)CC(C2)N(C([O-])=O)C=2N=CC1=C(C(=C(C=C1C2)C=2C=NC=1CCCNC1C2C)F)N